2-amino-4-(2-amino-5-hydroxyphenyl)-4-oxobutanoic acid NC(C(=O)O)CC(=O)C1=C(C=CC(=C1)O)N